6-(2,6-difluoro-4-(2-methyl-2H-indazol-4-yl)benzyl)-N-((3R,4S)-3-hydroxytetrahydro-2H-pyran-4-yl)-2-methyl-5-oxo-5,6-dihydroimidazo[1,2-c]pyrimidine-8-carboxamide FC1=C(CN2C(N3C(C(=C2)C(=O)N[C@@H]2[C@H](COCC2)O)=NC(=C3)C)=O)C(=CC(=C1)C=1C3=CN(N=C3C=CC1)C)F